C(C1=CC=CC=C1)OC=1C=NC(=NC1)N1CCC2(CCNC2=O)CC1 8-(5-benzyloxypyrimidin-2-yl)-2,8-diazaspiro[4.5]decan-1-one